C(C1=CC=CC=C1)C1=C(C(C=C1)([Zr][Si](C)(C)C)CC1=CC=CC=C1)CC1=CC=CC=C1 Trisbenzyl-trimethylsilylcyclopentadienyl-zirconium